N[C@H]1[C@@H]2N(C[C@H]1CC2)C(=O)C2=CC1=C(N(C(=N1)C=1N(C3=CC(=CC=C3C1)C(=O)NCC1COCC1)CC1CC1)C)C(=C2)OC 2-{5-[(1R,4R,7R)-7-amino-2-azabicyclo[2.2.1]heptane-2-carbonyl]-7-methoxy-1-methyl-1H-1,3-benzodiazol-2-yl}-1-(cyclopropylmethyl)-N-[(oxolan-3-yl)methyl]-1H-indole-6-carboxamide